COC=1[C@H]2[C@@]34CCN([C@@H](C3=CC1)CC1=CC=C(C(=C14)O2)OC)C (4R,7aR,12bS)-7,9-dimethoxy-3-methyl-2,3,4,7a-tetrahydro-1H-4,12-methanobenzofuro[3,2-e]isoquinoline